C1(CCCCC1)OC1(CNC1)C 3-(cyclohexyloxy)-3-methylazetidine